3-phenylpropylethane isocyanate [N-]=C=O.C1(=CC=CC=C1)CCCCC